(1R,2S,3R,5R)-3-(4-amino-5-ethyl-7H-pyrrolo[2,3-d]pyrimidin-7-yl)-5-(((3-((2,4-difluorophenethyl)amino)propyl)amino)methyl)cyclopentane-1,2-diol NC=1C2=C(N=CN1)N(C=C2CC)[C@H]2[C@@H]([C@@H]([C@H](C2)CNCCCNCCC2=C(C=C(C=C2)F)F)O)O